BrC1=C(C=C(C=C1)C)C(C(C)(C)C)O 1-(2-bromo-5-methylphenyl)-2,2-dimethylpropan-1-ol